(4-((8-Chloro-7-(o-tolyl)pyrrolo[3,2-e]indazol-6(3H)-yl)methyl)phenethyl)-3-fluoropropan-1-amine ClC1=C(N(C2=C1C=1C=NNC1C=C2)CC2=CC=C(CCC(CCF)N)C=C2)C2=C(C=CC=C2)C